tert-butyl 8-benzoyl-3,8-diazabicyclo[3.2.1]octan-3-carboxylate Tert-butyl-3,8-diazabicyclo[3.2.1]octan-3-carboxylate C(C)(C)(C)OC(=O)N1CC2CCC(C1)N2.C(C2=CC=CC=C2)(=O)N2C1CN(CC2CC1)C(=O)OC(C)(C)C